C(#N)NC(C1=CC(=C(C=C1)C)[N+](=O)[O-])=O N-cyano-4-methyl-3-nitro-benzamide